(R,Z)-N-(4-((4-(benzo[d][1,3]dioxol-5-yloxy)-2-methoxy-5-methylphenyl)amino)-7-methoxy-quinazolin-6-yl)-2-fluoro-3-(1-methylpyrrolidin-2-yl)acrylamide O1COC2=C1C=CC(=C2)OC2=CC(=C(C=C2C)NC2=NC=NC1=CC(=C(C=C21)NC(/C(=C/[C@@H]2N(CCC2)C)/F)=O)OC)OC